OC=1C(=C(C=CC1O)CCC(=O)NN)C 3-(3,4-dihydroxy-2-methylphenyl)propionylhydrazine